ClC1=C(CCC=2C=C(C(=O)O)C=C(C2)C#N)C=CC(=C1)C(F)(F)F 3-(2-chloro-4-(trifluoromethyl)phenethyl)-5-cyanobenzoic acid